ClC=1C=C(C=2N(C1)C=C(N2)C(C)NC2=CC(=NC(=N2)C)NC(=O)[C@@H]2[C@H](C2)C2=NC=CC(=N2)C)N2C(N(C(C2)=O)C)=O (1S,2S)-N-(6-((1-(6-chloro-8-(3-methyl-2,4-dioxoimidazolidin-1-yl)imidazo[1,2-a]pyridin-2-yl)ethyl)amino)-2-methylpyrimidin-4-yl)-2-(4-methylpyrimidin-2-yl)cyclopropane-1-carboxamide